2,5-diethylpyrimidin-4(3H)-one C(C)C1=NC=C(C(N1)=O)CC